(2-(1H-1,2,3-triazol-1-yl)ethyl)-1H-imidazole-2-carboxylic acid ethyl ester C(C)OC(=O)C=1N(C=CN1)CCN1N=NC=C1